NCCCN(C1=NC(=NC(=N1)NCC1=CC=CC2=CC=CC=C12)NCC1=CC=CC2=CC=CC=C12)CCCN N2,N2-bis(3-aminopropyl)-N4,N6-bis(naphthalen-1-ylmethyl)-1,3,5-triazine-2,4,6-triamine